COC[C@H]1N(CCC1)C(=O)[O-] (S)-2-(methoxymethyl)pyrrolidine-1-carboxylate